C1(=CC=CC2=CC=CC=C12)CC(=O)OC methyl (1-naphthyl)-acetate